(2S)-cyanoproline C(#N)N1[C@@H](CCC1)C(=O)O